COC(NC1=NC=CC(=C1)C1=CC(=C(C=C1)OCC(CC(C)C)N)C1=CC=NO1)=O (4-(4-((2-amino-4-methylpentyl)oxy)-3-(isoxazol-5-yl)phenyl)pyridin-2-yl)carbamic acid methyl ester